norbornene carbonate C(O)(O)=O.C12C=CC(CC1)C2